5-(3-cyclopropyl-1-(2-oxopyridin-1(2H)-yl)propyl)-2-(fluorophenyl)-3-(trifluoromethyl)-1H-pyrazole-5-carboxamide C1(CC1)CCC(N1C(C=CC=C1)=O)C1(C=C(N(N1)C1=C(C=CC=C1)F)C(F)(F)F)C(=O)N